5-Bromo-N-((S)-1-(6-((3R,5S)-3,5-dimethylpiperazin-1-yl)pyridin-2-yl)ethyl)-7-tosyl-7H-pyrrolo[2,3-d]pyrimidin-4-amine BrC1=CN(C=2N=CN=C(C21)N[C@@H](C)C2=NC(=CC=C2)N2C[C@H](N[C@H](C2)C)C)S(=O)(=O)C2=CC=C(C)C=C2